BrC=1C=C(C=2N(C1)N=CC2C#N)O[C@H](C)C2=NC=C(C=C2)F 6-bromo-4-[(1R)-1-(5-fluoro-2-pyridyl)ethoxy]pyrazolo[1,5-a]pyridine-3-carbonitrile